ClC1=CC=C(C=C1)C=1C(=CC=CC1)C1=CC=CC=C1 4-chloro-o-terphenyl